N-((1r,4r)-4-acetamidocyclohexyl)-4-(isopropylamino)-6-(3-methylpyridin-4-yl)pyrrolo[1,2-b]pyridazine-3-carboxamide C(C)(=O)NC1CCC(CC1)NC(=O)C1=C(C=2N(N=C1)C=C(C2)C2=C(C=NC=C2)C)NC(C)C